CC=1C=C(C[N+]2=C3N(C(C(=C2)C=2C(=NOC2C)C)=O)C=CC=C3)C=CC1C 1-(3,4-Dimethylbenzyl)-3-(3,5-dimethylisoxazol-4-yl)-4-oxo-4H-pyrido[1,2-a]Pyrimidinium